5-(2-(((1r,4r)-1-cyclopropyl-4-hydroxycyclohexyl)amino)-2-oxoacetyl)-N-(4-fluoro-3-methylphenyl)-1,2,4-trimethyl-1H-pyrrole-3-carboxamide C1(CC1)C1(CCC(CC1)O)NC(C(=O)C1=C(C(=C(N1C)C)C(=O)NC1=CC(=C(C=C1)F)C)C)=O